5-{2-amino-[1,2,4]triazolo-[1,5-a]pyridin-7-yl}-N-{[2-(cyclopropylmethoxy)-phenyl]methyl}-2-methyl-pyridine-3-carboxamide NC1=NN2C(C=C(C=C2)C=2C=C(C(=NC2)C)C(=O)NCC2=C(C=CC=C2)OCC2CC2)=N1